4-(4,6-Dibromo-3-hydroxy-pyridin-2-yl)-4-oxo-butyric acid BrC1=C(C(=NC(=C1)Br)C(CCC(=O)O)=O)O